(S)-1-(5-Chloro-4-((3-(2,3-dihydrobenzo[b][1,4]dioxin-6-yl)-2-methylbenzyl)oxy)-2-((5-((methylsulfonyl)carbamoyl)pyridin-3-yl)methoxy)benzyl)piperidine-2-carboxylic acid ClC=1C(=CC(=C(CN2[C@@H](CCCC2)C(=O)O)C1)OCC=1C=NC=C(C1)C(NS(=O)(=O)C)=O)OCC1=C(C(=CC=C1)C1=CC2=C(OCCO2)C=C1)C